C(C)(C)C1CCC(C=2C=CC=NC12)C 8-isopropyl-5-methyl-5,6,7,8-tetrahydroquinoline